sodium tetrahydroborate [BH4-].[Na+]